benzyl (S)-6-(4-(methoxycarbonyl) phenyl)-4-(1-(2-methoxyethyl)-1H-pyrazol-4-yl)-3,6-dihydropyridine-1(2H)-carboxylate COC(=O)C1=CC=C(C=C1)[C@@H]1C=C(CCN1C(=O)OCC1=CC=CC=C1)C=1C=NN(C1)CCOC